N-(4-ethyloctyl)-bicyclo[2.2.1]Hept-5-ene-2,3-dicarboximide C(C)C(CCCN1C(=O)C2C3C=CC(C2C1=O)C3)CCCC